((7,7-dimethoxyheptyl)oxy)diphenylsilane COC(CCCCCCO[SiH](C1=CC=CC=C1)C1=CC=CC=C1)OC